C(#N)C1(CC1)C1=CC(=NC(=C1)N1[C@@H](COCC1)C)NC1=CC(=NN1C(=O)OC(C)(C)C)C tert-butyl 5-{[4-(1-cyanocyclopropyl)-6-[(3R)-3-methylmorpholin-4-yl] pyridin-2-yl] amino}-3-methyl-1H-pyrazole-1-carboxylate